C(CCC)OC(C1=C(C=CC=C1)C1=NN(C(=C1)C1=CC=C(C=C1)N1C=NC=C1)COC)=O 2-{5-[4-(imidazol-1-yl)phenyl]-1-methoxymethyl-1H-pyrazol-3-yl}benzoic acid butyl ester